4-(2-(2-(3-(4'-carbamoyl-2'-methyl-[1,1'-biphenyl]-3-yl)-3-hydroxypropyl)-5-oxopyrazolidin-1-yl)ethyl)-2-hydroxybenzoic acid C(N)(=O)C1=CC(=C(C=C1)C1=CC(=CC=C1)C(CCN1N(C(CC1)=O)CCC1=CC(=C(C(=O)O)C=C1)O)O)C